O=C1NC(CCC1N1C(N(C2=C1C=CC(=C2)N2CCN(CC2)C2CCN(CC2)C(=O)OC(C)(C)C)C)=O)=O tert-butyl 4-{4-[1-(2,6-dioxopiperidin-3-yl)-3-methyl-2-oxo-1,3-benzodiazol-5-yl]piperazin-1-yl}piperidine-1-carboxylate